1,3-bis(4-piperidyl)propane N1CCC(CC1)CCCC1CCNCC1